CN1CCC(CC1)C(=O)OCC12CN(CC2(C1)C(F)(F)F)C1=C2C=CC=NC2=C(C=C1)C#N (3-(8-Cyanoquinolin-5-yl)-5-(trifluoromethyl)-3-azabicyclo[3.1.0]hexane-1-yl)methyl 1-methylpiperidine-4-Carboxylate